N-(benzo[b]thiophen-5-yl)-2-(4-hydroxyphenyl)acetamide S1C2=C(C=C1)C=C(C=C2)NC(CC2=CC=C(C=C2)O)=O